ClC1=C(C=CC(=C1)OC)C1=C2CN(C(C2=CC=C1)=O)CN1C=NC2=C1C(=CC=C2)C#N [4-(2-chloro-4-methoxyphenyl)-1-oxo-2,3-dihydro-1H-isoindol-2-yl]methyl-1H-1,3-benzodiazole-7-carbonitrile